OC1=C(C=C(C(=C1)S(=O)(=O)O)O)S(=O)(=O)O 1,4-dihydroxybenzene-2,5-disulfonic acid